BrC=1N=C2C(=NC1)N(C(N2C)=O)CC2=CC=C(C=C2)OC 5-bromo-1-(4-methoxybenzyl)-3-methyl-1,3-dihydro-2H-imidazo[4,5-b]pyrazin-2-one